C1(CC1)CNC=1N=CC2=C(N(C(C=3C=C(C=CC23)CN2CCN(CC2)CC(F)F)=O)[C@@H]2CC[C@H](CC2)O)N1 trans-3-((Cyclopropylmethyl)amino)-8-((4-(2,2-difluoroethyl)piperazin-1-yl)methyl)-5-(4-hydroxycyclohexyl)pyrimido[4,5-c]isoquinolin-6(5H)-one